Methyl 1-(cyclopropylmethyl)-1H-1,2,3-triazole-4-carboxylate C1(CC1)CN1N=NC(=C1)C(=O)OC